C(C)OC(=O)C=1N=C2N(C=C(C=C2)C(F)(F)F)C1.BrC1=CC(=C(C=C1)C1=C(C=CC=C1)OC)F 4-bromo-2-fluoro-1-(2-methoxyphenyl)benzene ethyl-6-(trifluoromethyl)imidazo[1,2-a]pyridine-2-carboxylate